NC(SCCCS(=O)(=O)[O-])=N.[Na+].NC[Si](OC)(C)C aminomethyl-dimethylmethoxysilane sodium 3-[(amino-iminomethyl)thio]-1-propanesulfonate